C(C)N1C(=NCCC1)C ethyl-2-methyl-1,4,5,6-tetrahydropyrimidine